C(C1=CC=CC=C1)N1CC=2C(N(C=3N(C2CC1)C=CN3)CC3=C(C=CC=C3)C)=O 7-benzyl-4-(2-methylbenzyl)-6,7,8,9-tetrahydroimidazo[1,2-a]pyrido[3,4-e]pyrimidin-5(4H)-one